N4-(7-chloro-2-methoxybenzo[b][1,5]naphthyridin-10-yl)-N1,N1-diethylpentane-1,4-diamine hydrochloride CCN(CC)CCCC(C)NC1=C2C(=NC3=C1C=CC(=C3)Cl)C=CC(=N2)OC.Cl